COC=1C=C2[C@]3(C(NC2=CC1)=O)[C@@H](C3)C3=CC=C1C(=NNC1=C3)NC3=NC(=CN=C3OC)C (1r,2s)-5'-methoxy-2-{3-[(3-methoxy-6-methylpyrazin-2-yl)amino]-1H-indazol-6-yl}-1'H-spiro[cyclopropan-1,3'-indol]-2'-one